CSC1=C(C=CC=C1)N1N=CC(=C1C(F)(F)F)C(=O)N 1-(2-(methylthio)phenyl)-5-(trifluoromethyl)-1H-pyrazole-4-carboxamide